NC1=C(C=C(C=C1)C1=CC2=C(C(N(C=C2)C(C(=O)NN(CC(=O)OCC)C(\C=C\C(=O)NCC2=CC=CC=C2)=O)C)=O)N1)Cl ethyl (E)-N-(2-(2-(4-amino-3-chlorophenyl)-7-oxo-1,7-dihydro-6H-pyrrolo[2,3-c]pyridin-6-yl)propanamido)-N-(4-(benzylamino)-4-oxobut-2-enoyl)glycinate